FC1=C(C=C(C=C1)F)C1=C(C(=NC=C1)C1=CC=C(C=C1)F)N 4-(2,5-difluorophenyl)-2-(4-fluorophenyl)pyridin-3-amine